4-[[2-(4-Chloro-2-hydroxyphenyl)acetyl]amino]-N-(1,1-dimethylprop-2-ynyl)pyridin ClC1=CC(=C(C=C1)CC(=O)NC1=CCN(C=C1)C(C#C)(C)C)O